ClC1=CC2=C(N=CN(C2=O)CC2(CCN(CC2)C(C[C@@H](C(F)F)C2=CC=CC=C2)=O)O)N1C1=CC=C(C=C1)[C@H]1NCCOC1 6-Chloro-3-((1-((R)-4,4-difluoro-3-phenylbutyryl)-4-hydroxypiperidin-4-yl)methyl)-7-(4-((R)-morpholin-3-yl)phenyl)-3,7-dihydro-4H-pyrrolo[2,3-d]pyrimidin-4-one